C(C=C)(=O)N acrylic amid